F[C@@H]1C(NC(C[C@@H]1OC1=CC=C(N=N1)C1=NC=C(C=C1O)N1C=NC(=C1)C)(C)C)(C)C (6-{[(3R,4S)-3-fluoro-2,2,6,6-tetramethylpiperidin-4-yl]oxy}pyridazin-3-yl)-5-(4-methyl-1H-imidazol-1-yl)pyridin-3-ol